NC1=C(C(=NC=N1)C=1C(=C(C=C(C1)F)NC(C1=C(C=C(C=C1)C1CC1)F)=O)C)OC[C@H](C)N(C(C#CC)=O)C (S)-N-(3-(6-amino-5-(2-(N-methylbut-2-ynamido)propoxy)pyrimidin-4-yl)-5-fluoro-2-methylphenyl)-4-cyclopropyl-2-fluorobenzamide